[N+](=O)([O-])C1=CC=C(C=C1)C=CC(C)=O 4-(4-nitrophenyl)-but-3-en-2-one